CN1C(C=C(C2=CC(=CC=C12)NC1=CC=CC=C1)C)(C)C 1,2,2,4-tetramethyl-N-phenyl-1,2-dihydroquinolin-6-amine